FC(F)(F)C1=NC2=CC=CC=C2C=C1 (trifluoromethyl)quinolin